C(C)(C)(C)OC(=O)N1CCN(CC1)C1=CC=C(C=C1)NC1(CCC1)C#N 4-[4-(1-cyanocyclobutylamino)phenyl]-piperazine-1-carboxylic acid tert-butyl ester